3-(1H-imidazol-1-yl)propyl-1,1,3,3-tetraethoxydisiloxane N1(C=NC=C1)CCC[Si](O[SiH](OCC)OCC)(OCC)OCC